C(C)(=O)N1CCN(CC1)C=1C=CC(=NC1)N1N=CC(=C1)C(=O)OCC ethyl 1-[5-(4-acetylpiperazin-1-yl) pyridin-2-yl]pyrazole-4-carboxylate